1-(1H-benzo[d]imidazol-5-yl)-5-(3-(pyrrolidin-1-yl)phenyl)imidazolidin-2-one N1C=NC2=C1C=CC(=C2)N2C(NCC2C2=CC(=CC=C2)N2CCCC2)=O